C(N)(=O)C1CCN(CC1)C1=C(C=CC(=C1)CN1CCN(CC1)C(CCCCCNC1=C2C(N(C(C2=CC=C1)=O)C1C(NC(CC1)=O)=O)=O)=O)NC(=O)C=1N=C(OC1)N1CCOCC1 N-(2-(4-carbamoylpiperidin-1-yl)-4-((4-(6-((2-(2,6-dioxopiperidin-3-yl)-1,3-dioxoisoindolin-4-yl)amino)hexanoyl)piperazin-1-yl)methyl)phenyl)-2-morpholinooxazole-4-carboxamide